BrC1=CC2=C(N(C=N2)C2=CC=CC=C2)C=C1 5-bromo-1-phenyl-1H-benzo[d]imidazole